ClC1=NNC=C1C1=CC2=C(C=N1)C(=CN2CCO)C(=O)C2COC1=CC=C(C=C1C2)OC [6-(3-Chloro-1H-pyrazol-4-yl)-1-(2-hydroxyethyl)pyrrolo[3,2-c]pyridin-3-yl]-(6-methoxychroman-3-yl)methanone